FC1=C(OC2=C(C=C(C=C2)NS(=O)(=O)CC)C2=C3C(=NC=C2)NC=C3)C=CC(=C1)F N-(4-(2,4-difluorophenoxy)-3-(1H-pyrrolo[2,3-b]pyridin-4-yl)phenyl)ethanesulfonamide